4-((2-chloro-6-methylbenzyl)amino)-2-((1-(2-hydroxyethyl)-1H-pyrazol-4-yl)amino)pyrimidin-5-carboxamide ClC1=C(CNC2=NC(=NC=C2C(=O)N)NC=2C=NN(C2)CCO)C(=CC=C1)C